C(C)N1CCN(CC1)CC=1C=CC(=NC1)NC1=NC=C(C(=N1)C1=CC2=C(N=C3N2C(CCC3)C)C(=C1)F)F N-(5-((4-ethylpiperazin-1-yl)methyl)pyridin-2-yl)-5-fluoro-4-(6-fluoro-1-methyl-1,2,3,4-tetrahydrobenzo[4,5]imidazo[1,2-a]pyridin-8-yl)pyrimidine-2-amine